2-(1-((2-(trimethylsilyl)ethoxy)methyl)-1H-indazol-7-yl)ethan-1-ol C[Si](CCOCN1N=CC2=CC=CC(=C12)CCO)(C)C